BrC=1C=NC(=C(C(=O)OCC)C1)C=O ethyl 5-bromo-2-formylnicotinate